FC1=CC=C(C=C1)[C@H](C)NC1=NC(=CC(=N1)N1CC(C1)NS(=O)(=O)CC)NC1=NC=CN=C1 (S)-N-(1-{2-[1-(4-fluorophenyl)ethylamino]-6-(pyrazin-2-ylamino)pyrimidin-4-yl}azetidin-3-yl)ethanesulfonamide